C1(CC1)C1=NC=NC(=C1C1=NN2C(N(C(C=C2)=O)CC2=CC=C(C=C2)C=2N(C=C(N2)C(F)(F)F)CC)=C1)OC 2-(4-cyclopropyl-6-methoxypyrimidin-5-yl)-4-(4-(1-ethyl-4-(trifluoromethyl)-1H-imidazol-2-yl)benzyl)pyrazolo[1,5-a]pyrimidin-5(4H)-one